[6-(7-methylspiro[2H-benzofuran-3,1'-cyclopropane]-4-yl)oxy-3-pyridyl]pyridine-2,3-diamine CC1=CC=C(C2=C1OCC21CC1)OC1=CC=C(C=N1)C1=C(C(=NC=C1)N)N